5-bromo-1-methylquinoxalin-2(1H)-one BrC1=C2N=CC(N(C2=CC=C1)C)=O